2-(2,6-dioxopiperidin-3-yl)-5-[1-[1-(piperidin-4-yl)cyclopropyl]piperidin-4-yl]isoindole-1,3-dione O=C1NC(CCC1N1C(C2=CC=C(C=C2C1=O)C1CCN(CC1)C1(CC1)C1CCNCC1)=O)=O